11-methyldodecene CC(CCCCCCCCC=C)C